6-((4-(trifluoromethyl)phenyl)sulfonyl)-4,4a,5,6,7,8-hexahydro-1H-pyrazolo[3,4-g]isoquinoline-4a-carbaldehyde FC(C1=CC=C(C=C1)S(=O)(=O)N1CC2(CC3=C(C=C2CC1)NN=C3)C=O)(F)F